Cl.CC=1N=C2CNCC2=C2CC(CC12)(C)C 5,7,7-Trimethyl-1,2,3,6,7,8-hexahydro-2,4-diaza-as-indacene hydrochloride